C(C)(C)OC([C@@H](NC(CCCCCCC)=O)C)=O N-octanoyl-alanine isopropyl ester